C1(=CC=CC=C1)S(=O)(=O)CC(=C\C=C/C(=C)C)CCCl (Z)-(8-chloro-2-methyl-1,5-octadienen-6-yl)methyl phenyl sulfone